O=C1NC(CCC1N1C(C2=CC=CC(=C2C1)OCC(C1=CC=CC=C1)OC(=O)N1CC2(C1)CNCC2)=O)=O (((2-(2,6-dioxopiperidin-3-yl)-1-oxoisoindol-4-yloxy)methyl)benzyl)-2,6-diazaspiro[3.4]octan-2-carboxylate